N[C@@H]1C(C[C@H](OC1)C(=O)N1[C@H](C2=CC=CC=C2CC1)C1=CC=C(C=C1)F)(F)F ((2S,5S)-5-amino-4,4-difluorotetrahydro-2H-pyran-2-yl)((S)-1-(4-fluorophenyl)-3,4-dihydroisoquinolin-2(1H)-yl)methanone